C(C=C)(=O)NC(C(=O)O)O Acrylamidoglycolic acid